C(=O)C1=CC=C(O1)C(=O)O 5-formylfuroic acid